C(#N)[C@H](C[C@H]1C(NCC1)=O)NC(=O)[C@H](CC(C)C)NC(=O)C=1NC2=CC=CC(=C2C1)OC(F)(F)F N-[(1S)-1-[[(1S)-1-cyano-2-[(3S)-2-oxopyrrolidin-3-yl]ethyl]carbamoyl]-3-methyl-butyl]-4-(trifluoromethoxy)-1H-indole-2-carboxamide